COC=1C=C(C=C(C1)OC)C=1C=C2CC(C(C2=CC1)NC(O[C@@H]1CN2CCC1CC2)=O)(C)C (S)-quinuclidin-3-yl (5-(3,5-dimethoxyphenyl)-2,2-dimethyl-2,3-dihydro-1H-inden-1-yl)carbamat